C1(CC1)S(=O)(=O)N1N=CC(=C1)C1=NC=CC(=N1)NC1=CC(=C(C=N1)C1=NC=C(C=C1)OC1CCN(CC1)C)NC1CCC(CC1)F N6'-(2-(1-(Cyclopropylsulfonyl)-1H-pyrazol-4-yl)pyrimidin-4-yl)-N4'-((1s,4s)-4-fluorocyclohexyl)-5-((1-methylpiperidin-4-yl)oxy)-[2,3'-bipyridine]-4',6'-diamine